C[C@H]1NCCC=2C3=CC=CC=C3NC12 (1R,3S)-1-methyl-1,2,3,4-tetra-hydro-beta-carboline